2-methyl-oxazole-5-carboxylic acid CC=1OC(=CN1)C(=O)O